2,2'-dinitro-5,5'-dithiodi-benzoic acid [N+](=O)([O-])S(SC=1C=CC=C(C(=O)O)C1)C=1C=CC(=C(C(=O)O)C1)[N+](=O)[O-]